C(C)(C)(C)OC(=O)N1C(C2(CC1)CNCC2)C2=NC=NC=C2OC2=C(C=C(C=C2)F)CC2=CC=CC=C2 (5-(2-benzyl-4-fluorophenoxy)pyrimidin-4-yl)-2,7-diazaspiro[4.4]nonane-2-carboxylic acid tert-butyl ester